COC1=CC=C(C=C1)CCCNC [3-(4-methoxyphenyl)-propyl]methylamine